(S)-2-((4-(6-((4-fluorobenzofuran-7-yl)methoxy)pyridin-2-yl)piperidin-1-yl)methyl)-1-(oxetane-2-ylmethyl)-1H-Benzo[d]imidazole-6-carboxylic acid methyl ester COC(=O)C=1C=CC2=C(N(C(=N2)CN2CCC(CC2)C2=NC(=CC=C2)OCC2=CC=C(C=3C=COC32)F)C[C@H]3OCC3)C1